2-[4-[[3-(2,4-dimethyl-1,3-thiazol-5-yl)-6-oxopyridazin-1-yl]methyl]piperidin-1-yl]pyrimidine-4-carbonitrile CC=1SC(=C(N1)C)C1=NN(C(C=C1)=O)CC1CCN(CC1)C1=NC=CC(=N1)C#N